(tetrahydro-2H-pyran-3-yl)-1H-pyrazol-4-amine O1CC(CCC1)N1N=CC(=C1)N